CN(/C=C/C(=O)C1=CC=C(C#N)C=C1)C (E)-4-3-(dimethylamino)prop-2-enoyl-benzonitrile